(E)-3-(4-((4-fluorobenzyl)oxy)-3-hydroxyphenyl)-N-(4-hydroxyphenethyl)acrylamide FC1=CC=C(COC2=C(C=C(C=C2)/C=C/C(=O)NCCC2=CC=C(C=C2)O)O)C=C1